(S)-4-(7-(5-carbamoyl-1-methyl-1H-pyrrol-2-yl)-5-cyclopropyl-7H-pyrrolo[2,3-d]pyrimidin-4-yl)-3-methylpiperazine-1-carboxylic acid tert-butyl ester C(C)(C)(C)OC(=O)N1C[C@@H](N(CC1)C=1C2=C(N=CN1)N(C=C2C2CC2)C=2N(C(=CC2)C(N)=O)C)C